The molecule is a hydroxy-1,4-naphthoquinone that is 1,4-naphthoquinone substituted by a (2E)-3,7-dimethylocta-2,6-dien-1-yl group at position 2, a methyl group at position 3, and hydroxy groups at positions 5 and 7. It is isolated from the culture broth of Streptomyces sp.TC-0363 and exhibits inhibitory activity against the enzyme protein tyrosine phosphatase. It has a role as a metabolite, an antimicrobial agent and an EC 3.1.3.48 (protein-tyrosine-phosphatase) inhibitor. It is a member of phenols and a hydroxy-1,4-naphthoquinone. CC1=C(C(=O)C2=C(C1=O)C(=CC(=C2)O)O)C/C=C(\\C)/CCC=C(C)C